N-(3-((3,4-dihydro-2H-pyrimido[1,2-c]quinazolin-10-yl)oxy)-2-(trifluoromethyl)phenyl)propane-1-sulfonamide N=1CCCN2C=NC=3C=CC(=CC3C21)OC=2C(=C(C=CC2)NS(=O)(=O)CCC)C(F)(F)F